1-(2-chloro-3'-(7-chloro-5-(hydroxymethyl)benzo[d]oxazol-2-yl)-2'-methylbiphenyl-3-yl)piperidin-4-one propenyl-neononanoate C(=CC)OC(CCCCC(C)(C)C)=O.ClC1=C(C=CC=C1N1CCC(CC1)=O)C1=C(C(=CC=C1)C=1OC2=C(N1)C=C(C=C2Cl)CO)C